3-Ethyl-1-penten-4-yn-3-ol C(C)C(C=C)(C#C)O